N1N=CC2=CC(=CC=C12)NC=1C2=C(N=C(N1)C1=CC=C3C=C(NC3=C1)C(=O)NC)C=CS2 6-(4-((1H-indazol-5-yl)amino)thieno[3,2-d]pyrimidin-2-yl)-N-methyl-1H-indole-2-carboxamide